1-acetamido-N-(4-piperidinyl)cyclopropanecarboxamide TFA salt OC(=O)C(F)(F)F.C(C)(=O)NC1(CC1)C(=O)NC1CCNCC1